N-hydroxy-2-(2-methoxy-5-(methyl-(quinazolin-4-yl)amino)phenyl)-2-methylpropanamide ONC(C(C)(C)C1=C(C=CC(=C1)N(C1=NC=NC2=CC=CC=C12)C)OC)=O